1-(3-hydroxypropionyl)piperidine OCCC(=O)N1CCCCC1